(R)-6-chloro-3-((1-(7-oxo-5,7-dihydro-6H-benzo[c]xanthen-11-yl)ethyl)amino)picolinic acid ClC1=CC=C(C(=N1)C(=O)O)N[C@H](C)C=1C=2OC=3C4=C(CCC3C(C2C=CC1)=O)C=CC=C4